FC(C(C(C(=O)[O-])(F)F)(F)F)(F)F.C(CCC)N1C=[N+](C=C1)C 1-n-butyl-3-methylimidazolium heptafluorobutyrate